hexamethylnicotine CCN1C(C=2C(=C(C(=NC2C)C)C)C)(CCC1)C